ClC1=C2C(=CNC2=C(C=C1)C1CCC2(OCCO2)CC1)C#N 4-Chloro-7-(1,4-dioxaspiro[4.5]decan-8-yl)-1H-indole-3-carbonitrile